C(C)(C)(C)C=1C=C(C=C(C1)F)[C@H](C)NC(=O)C1=CC=C2C(=CN(C2=C1)CC(C)C)CC=1C=C(OC(C(=O)O)(C)C)C=CC1 (S)-2-(3-((6-((1-(3-(tert-butyl)-5-fluorophenyl)ethyl)carbamoyl)-1-isobutyl-1H-indol-3-yl)methyl)phenoxy)-2-methylpropanoic acid